FC=1C=C2C(C(=CN(C2=CC1N1[C@H](CCC1)COC1=NC=CC=C1)C1=NC=C(C=C1)F)C(=O)O)=O (R)-6-fluoro-1-(5-fluoropyridin-2-yl)-4-oxo-7-(2-((pyridin-2-yloxy)methyl)pyrrolidin-1-yl)-1,4-dihydroquinoline-3-carboxylic acid